C[C@@H]1N(CC2(C1)OCC=1C=NC=CC12)C(=O)OC(C)(C)C tert-butyl (2'S)-2'-methylspiro[3H-furo[3,4-c]pyridine-1,4'-pyrrolidine]-1'-carboxylate